3-chloro-2,4-difluoro-6-methyl-benzenesulfonyl chloride ClC=1C(=C(C(=CC1F)C)S(=O)(=O)Cl)F